(3S,4S)-8-(2-((2-amino-3-chloropyridin-4-yl)thio)-5H-pyrrolo[2,3-b]pyrazin-6-yl)-3-methyl-2-oxa-8-azaspiro[4.5]decan-4-amine NC1=NC=CC(=C1Cl)SC=1N=C2C(=NC1)NC(=C2)N2CCC1([C@@H]([C@@H](OC1)C)N)CC2